CC1(C(N(C2=CC=C(C=C12)C(F)(F)F)CC(=O)NC(C(=O)O)CC(C)C)=O)C (2-(3,3-dimethyl-2-oxo-5-(trifluoromethyl)indolin-1-yl)acetamido)-4-methylpentanoic acid